CC1=NC2=CC3=C(C=C2C(N1)=O)N(CC3)C3CCOCC3 2-methyl-6-(tetrahydro-2H-pyran-4-yl)-3,6,7,8-tetrahydro-4H-pyrrolo[2,3-g]quinazolin-4-one